C[C@@H]1SP(O[C@@H]1C)(OC1=CC=C(C=C1)[N+](=O)[O-])=S (4S,5R)-4,5-dimethyl-2-(4-nitrophenoxy)-1,3,2-oxathiaphospholane 2-sulfide